N-[(1R,3S)-3-{[6-chloro-2-(trifluoromethyl)quinolin-4-yl]amino}cyclohexyl]-1-(2-hydroxyethyl)-1H-pyrazole-4-carboxamide ClC=1C=C2C(=CC(=NC2=CC1)C(F)(F)F)N[C@@H]1C[C@@H](CCC1)NC(=O)C=1C=NN(C1)CCO